4-(2-{[(2R,7as)-2-fluoro-hexahydro-1H-pyrrolizin-7a-yl]methoxy}-8-fluoro-4-[(3R)-3-(methoxymethyl)morpholin-4-yl]pyrido[4,3-d]pyrimidin-7-yl)-5-ethynyl-6-fluoronaphthalene-2-ol F[C@@H]1C[C@@]2(CCCN2C1)COC=1N=C(C2=C(N1)C(=C(N=C2)C2=CC(=CC1=CC=C(C(=C21)C#C)F)O)F)N2[C@@H](COCC2)COC